4-((2R,3S,4R)-3-(3,4-difluoro-2-methoxyphenyl)-4,5,5-trimethyltetrahydrofuran-2-carboxamido)picolinamide FC=1C(=C(C=CC1F)[C@H]1[C@@H](OC([C@@H]1C)(C)C)C(=O)NC1=CC(=NC=C1)C(=O)N)OC